(2S)-2-isopropylmalic acid C(C)(C)[C@@](C(=O)O)(O)CC(=O)O